(S)-Nicotine L-Malate C([C@@H](O)CC(=O)O)(=O)O.N1=CC=CC(=C1)[C@H]1N(C)CCC1